C1(CC1)N1[C@H](CCC1)CC1=CNC2=C(C(=C(C=C12)F)F)F (R)-3-((1-cyclopropylpyrrolidin-2-yl)methyl)-5,6,7-trifluoro-1H-indole